1H,2H,3H,4H,5H,6H-pyrrolo[3,4-c]pyrrole hydrochloride Cl.C1NCC2=C1CNC2